C(CCCCCCCCCCCCCCCCCCCCC)(=O)OCOC(CCCCCCCCCCCCCCCCCCCCC)=O methylene bis-behenate